methyl-6-((4-(trifluoromethyl)phenyl)amino)pyridine-3-sulfonamide CC1=NC(=CC=C1S(=O)(=O)N)NC1=CC=C(C=C1)C(F)(F)F